Methyl 9-methoxy-6-benzyl-5-oxo-1-phenyl-5,6-dihydropyrrolo[1,2-c]quinazoline-3-carboxylate COC1=CC=2C=3N(C(N(C2C=C1)CC1=CC=CC=C1)=O)C(=CC3C3=CC=CC=C3)C(=O)OC